N-methylpiperidine-1-carboxamide CNC(=O)N1CCCCC1